C(=O)O.C1(CC1)C#CC1=CC(=C2C(NC(=NC2=C1)CSC1CCN(CC1)C1CCN(CC1)C1=C(C=C(C=C1)NC1C(NC(CC1)=O)=O)F)=O)F 3-((4-(4-(((7-(cyclopropylethynyl)-5-fluoro-4-oxo-3,4-dihydroquinazolin-2-yl)methyl)thio)-[1,4'-bipiperidin]-1'-yl)-3-fluorophenyl)amino)piperidine-2,6-dione formate